γ-acryloxypropyltripropoxysilane C(C=C)(=O)OCCC[Si](OCCC)(OCCC)OCCC